4-(4-((5-bromo-4-(methyl(1,1,1-trifluoro-4-hydroxybutan-2-yl)amino)pyridin-2-yl)amino)pyrimidin-2-yl)-1-methyl-1H-pyrazol-5-ol BrC=1C(=CC(=NC1)NC1=NC(=NC=C1)C=1C=NN(C1O)C)N(C(C(F)(F)F)CCO)C